[W].[Au].[Sb] antimony-gold-tungsten